ClC=1C=C(C=C(C1)Cl)NC(=O)N (3,5-Dichlorophenyl)urea